2-p-tolyl-mercaptobenzothiazole C1(=CC=C(C=C1)C=1SC2=C(N1)C(=CC=C2)S)C